methyl ((1R,3R)-3-(6-((3-amino-5-(tetrahydro-2H-pyran-4-yl)phenyl)amino)-3-methyl-2-oxo-2,3-dihydro-1H-imidazo[4,5-c]pyridin-1-yl)cyclopentyl)carbamate NC=1C=C(C=C(C1)C1CCOCC1)NC1=CC2=C(C=N1)N(C(N2[C@H]2C[C@@H](CC2)NC(OC)=O)=O)C